NC1=CC=C(NC2=NC=C(C(=C2)NC2=NNC(=C2)C2CCCC2)[N+](=O)[O-])C=C1 2-para-aminoanilino-4-(5-cyclopentanyl-1H-pyrazol-3-yl)amino-5-nitropyridine